2-((6-(trifluoromethyl)pyridin-2-yl)methyl)-2,7-diazaspiro[3.5]nonane hydrochloride Cl.FC(C1=CC=CC(=N1)CN1CC2(C1)CCNCC2)(F)F